C(C1=CC=CC=C1)N1C[C@H]2[C@@H](C1)C(N([C@@H]2C)C(=O)OC(C)(C)C)=O tert-butyl (1R,3aS,6aR)-5-benzyl-1-methyl-3-oxohexahydropyrrolo[3,4-c]pyrrole-2(1H)-carboxylate